2-(dimethylamino)-N-(8-methoxy-4-methyl-2-oxo-1H-quinolin-6-yl)-5,7-dihydrofuro[3,4-b]pyridine-3-carboxamide CN(C1=C(C=C2C(=N1)COC2)C(=O)NC=2C=C1C(=CC(NC1=C(C2)OC)=O)C)C